3-(BENZYLAMINO)-5-CHLOROPHENYLBORONIC ACID C(C1=CC=CC=C1)NC=1C=C(C=C(C1)Cl)B(O)O